3-chloroacetyl-1,2-propanediol ClCC(=O)CC(CO)O